(S)-6-ethyl-3-((3-(3-(2-(methylamino)propanamido)prop-1-yn-1-yl)phenyl)amino)-5-((tetrahydro-2H-pyran-4-yl)amino)pyrazine-2-carboxamide C(C)C1=C(N=C(C(=N1)C(=O)N)NC1=CC(=CC=C1)C#CCNC([C@H](C)NC)=O)NC1CCOCC1